1-(2-fluorophenyl)methanamine FC1=C(C=CC=C1)CN